2-(((R)-5-((S)-2-(5-chloropyridin-2-yl)-2-methylbenzo[d][1,3]dioxol-4-yl)-3,6-dihydro-2H-pyran-2-yl)methyl)-4-fluoro-1-(thiazol-5-ylmethyl)-1H-benzo[d]imidazole-6-carboxylic acid ClC=1C=CC(=NC1)[C@@]1(OC2=C(O1)C=CC=C2C2=CC[C@@H](OC2)CC2=NC1=C(N2CC2=CN=CS2)C=C(C=C1F)C(=O)O)C